tert-butyl (3S)-3-[3-[(1R,5S)-3-[3-amino-6-(2-hydroxyphenyl)pyridazin-4-yl]-3,8-diazabicyclo[3.2.1]octan-8-yl]phenoxy]pyrrolidine-1-carboxylate NC=1N=NC(=CC1N1C[C@H]2CC[C@@H](C1)N2C=2C=C(O[C@@H]1CN(CC1)C(=O)OC(C)(C)C)C=CC2)C2=C(C=CC=C2)O